2-methoxy-N-(3-methyl-1-(2-(1-methylpiperidin-4-yl)ethyl)-1H-indazol-6-yl)-4-phenoxybenzamide COC1=C(C(=O)NC2=CC=C3C(=NN(C3=C2)CCC2CCN(CC2)C)C)C=CC(=C1)OC1=CC=CC=C1